FC(C(=O)N=S(C(C)C)C1=CC=C(C=C1)C1=CC(=NC2=C(N=CC=C12)C1=CC=NN1C1OCCCC1)N1CCOCC1)(F)F 2,2,2-trifluoro-N-[(4-{2-(morpholin-4-yl)-8-[1-(tetrahydro-2H-pyran-2-yl)-1H-pyrazol-5-yl]-1,7-naphthyridin-4-yl}phenyl)(propan-2-yl)-λ4-sulfanylidene]acetamide